triazacyclopent-3,5-diene 1-oxide [N+]=1(NN=CC1)[O-]